Rhodium sulfat S(=O)(=O)([O-])[O-].[Rh+3].S(=O)(=O)([O-])[O-].S(=O)(=O)([O-])[O-].[Rh+3]